2-(5-(2-((S)-2-methylazetidin-1-yl)-6,7-dihydro-5H-cyclopenta[d]pyrimidin-4-yl)-2,3-dihydro-1H-inden-2-yl)acetic acid C[C@@H]1N(CC1)C=1N=C(C2=C(N1)CCC2)C=2C=C1CC(CC1=CC2)CC(=O)O